OC[C@@H]1CC[C@@H](O1)N1C=2NC=NC(C2N=C1)=O 9-((2R,5S)-5-(hydroxymethyl)tetrahydrofuran-2-yl)-3H-purin-6(9H)-one